NC(C(=O)[O-])C1=CC(=C(C=C1)F)OC(F)(F)F.[Li+].C(C1CO1)OCCC[Si](OC)(OC)OC (3-glycidyloxypropyl)trimethoxysilane lithium 2-amino-2-(4-fluoro-3-(trifluoromethoxy)phenyl)acetate